4-Hydroxynaphthonitril OC1=CC=C(C2=CC=CC=C12)C#N